NC1=C2C(=NC=N1)N(N=C2C2=CC=C(C=C2)OC2=CC=CC=C2)[C@H]2CN(CCC2)C(CCCCSC2=C1C(N(C(C1=CC=C2F)=O)C2C(NC(CC2)=O)=O)=O)=O 4-((5-((R)-3-(4-amino-3-(4-phenoxyphenyl)-1H-pyrazolo[3,4-d]pyrimidin-1-yl)piperidine-1-yl)-5-oxopentyl)thio)-2-(2,6-dioxopiperidin-3-yl)-5-fluoroisoindoline-1,3-dione